C(#N)CC(=O)NC=1C(=C(C=CC1)C1=C2C(=CNC2=C(C=C1)C(=O)N)C)C 4-(3-(2-cyanoacetylamino)-2-methylphenyl)-3-methyl-1H-indole-7-carboxamide